FC(C1=NN=C(O1)C1=CC=C2CN(C(C2=C1)=O)NCCC1=C(C=C(C=C1)F)F)F 6-[5-(difluoromethyl)-1,3,4-oxadiazol-2-yl]-2-{[2-(2,4-difluorophenyl)ethyl]amino}-2,3-dihydro-1H-isoindol-1-one